C(N)(=N)N1CCC(=CC1)C1=C(C=C(C(=O)NC2=CC(=C(C=C2)C=2CCN(CC2)C(N)=N)CC)C=C1)F 4-(1-carbamimidoyl-1,2,3,6-tetrahydro-pyridin-4-yl)-N-[4-(1-carbamimidoyl-1,2,3,6-tetrahydro-pyridin-4-yl)-3-ethyl-phenyl]-3-fluoro-benzamide